N-tert-butoxycarbonyl-3-(3-trifluoromethylphenyl)piperidin-3-ol C(C)(C)(C)OC(=O)N1CC(CCC1)(O)C1=CC(=CC=C1)C(F)(F)F